S(OC1=CC=C(C=C1)OCC1=CC=C(C=C1)C(NC1=CC=CC=C1)=O)(=O)(=O)F 4-((4-(phenylcarbamoyl)benzyl)oxy)phenyl sulfurofluoridate